BrC=1C=CC2=C(CN(S(O2)(=O)=O)C(=O)OC(C)(C)C)C1 tert-butyl 6-bromo-2,2-dioxo-2H-1,2λ6,3-benzoxathiazine-3(4H)-carboxylate